N-(5-(2-(3,3-dimethylpyrrolidin-1-yl)acetamido)-2-methylpyridin-3-yl)-2-(1-(2-methoxyethyl)-1H-pyrazol-4-yl)pyrazolo[5,1-b]Thiazole-7-carboxamide CC1(CN(CC1)CC(=O)NC=1C=C(C(=NC1)C)NC(=O)C=1C=NN2C1SC(=C2)C=2C=NN(C2)CCOC)C